3-(4-bromo-2-methyl-pyrazol-3-yl)benzothiophene-2-carbonitrile BrC1=C(N(N=C1)C)C1=C(SC2=C1C=CC=C2)C#N